ClC1=C(C=CC=C1)C1(N(CCC1)C(=O)OC(C)(C)C)C tert-butyl 2-(2-chlorophenyl)-2-methyl-pyrrolidine-1-carboxylate